CC1(CC(C1)N1C(N(C(C1)C#N)C1=CN=CC2=CC=CC=C12)=O)C (3,3-dimethylcyclobutyl)-3-(isoquinolin-4-yl)-2-oxoimidazoline-4-carbonitrile